methyl-(tert-butoxycarbonyl)glycine ethyl-1-(1-(4-chloro-3-fluorophenyl)-3,3-dimethyl-2,3-dihydro-1H-pyrrolo[3,2-b]pyridine-5-carbonyl)piperidine-4-carboxylate C(C)C1N(CCC(C1)C(=O)O)C(=O)C1=CC=C2C(=N1)C(CN2C2=CC(=C(C=C2)Cl)F)(C)C.CN(CC(=O)O)C(=O)OC(C)(C)C